COC1=C(C=CC(=C1)OC)CNC1=NC=CC2=C1C(=NN2[C@H]2C[C@@H](CCC2)NC(OC(C)(C)C)=O)C2=CC=C(C=C2)CNC(C2=C(C=CC(=C2)F)OC)=O tert-butyl N-[(1R,3R)-3-[4-[(2,4-dimethoxyphenyl)methylamino]-3-[4-[[(5-fluoro-2-methoxy-benzoyl)amino]methyl]phenyl]pyrazolo[4,3-c]pyridin-1-yl]cyclohexyl]-carbamate